CN(C1=CC=C(CC(C(C)N)N)C=C1)C (4-(dimethylamino)benzyl)-1,2-propanediamine